ClC=1C=NC(=C(C(=O)NC2CCC(CC2)CN2C(N(C3=C2C=CC=C3)CC3=CC(=CC=C3)C#N)=O)C1)C 5-chloro-N-((1r,4r)-4-((3-(3-cyanobenzyl)-2-oxo-2,3-dihydro-1H-benzo[d]imidazol-1-yl)methyl)cyclohexyl)-2-methylnicotinamide